N-[6-(5-chloro-1,3-benzothiazol-2-yl)spiro[3.3]heptan-2-yl]-5-(2,2,2-trifluoro-1-hydroxy-ethyl)furan-2-carboxamide ClC=1C=CC2=C(N=C(S2)C2CC3(CC(C3)NC(=O)C=3OC(=CC3)C(C(F)(F)F)O)C2)C1